C(C)NC1=CC(=CC(=N1)N1C(C2=CC(=CC(=C2C1)C(F)(F)F)CN1C[C@H](CCC1)C)=O)C1(COC1)CC1=NN=CN1C (S)-2-(6-(ethylamino)-4-(3-((4-methyl-4H-1,2,4-triazol-3-yl)methyl)oxetan-3-yl)pyridin-2-yl)-6-((3-methylpiperidin-1-yl)methyl)-4-(trifluoromethyl)isoindolin-1-one